8-cyclopentyl-tetracyclo[4.4.0.12,5.17,10]-dodec-3-ene C1(CCCC1)C1C2C3C4C=CC(C3C(C1)C2)C4